O[C@@H]1[C@@H](CO[C@@H]([C@@H]1O)CO)N1C(CC1)=O ((3R,4R,5R,6R)-4,5-dihydroxy-6-(hydroxymethyl)tetrahydro-2H-pyran-3-yl)azetidin-2-one